2-(8-oxa-1-azaspiro[4.5]decan-1-yl)ethanamine N1(CCCC12CCOCC2)CCN